FC1(CN(C1)C1=CC(=CC=2N1N=CC2)NC(C2=C(C=C(C=C2)NS(=O)(=O)CCO)N2CCC1(CC1)CC2)=O)F N-(7-(3,3-difluoroazetidin-1-yl)pyrazolo[1,5-a]pyridin-5-yl)-4-(2-hydroxyethylsulfonamido)-2-(6-azaspiro[2.5]oct-6-yl)benzamide